1-(5-(Trifluoromethyl)pyrazin-2-yl)ethanol hexafluorophosphate iridium (III) [Ir+3].F[P-](F)(F)(F)(F)F.FC(C=1N=CC(=NC1)C(C)O)(F)F.F[P-](F)(F)(F)(F)F.F[P-](F)(F)(F)(F)F